[1-(2-benzyloxy-4-bromo-5-fluoro-phenyl)cyclobutyl]Methanol tert-butyl-(R)-3-hydroxypiperidine-1-carboxylate C(C)(C)(C)[C@H]1N(CCCC1O)C(=O)OCC1(CCC1)C1=C(C=C(C(=C1)F)Br)OCC1=CC=CC=C1